5-Bromo-7-(3,3-difluoroazetidin-1-yl)furo[2,3-c]pyridine BrC=1C=C2C(=C(N1)N1CC(C1)(F)F)OC=C2